3-(((1-(2-hydroxyethyl)azetidin-3-yl)(methyl)carbamoyl)oxy)propane-1,2-diyl distearate C(CCCCCCCCCCCCCCCCC)(=O)OCC(COC(N(C)C1CN(C1)CCO)=O)OC(CCCCCCCCCCCCCCCCC)=O